(R)-4-(7-fluoroimidazo[1,2-a]pyridin-3-yl)-7-((5-(3-(3-hydroxy-1-methylazetidin-3-yl)piperidin-1-yl)pyridin-2-yl)amino)isoindolin-1-one FC1=CC=2N(C=C1)C(=CN2)C2=C1CNC(C1=C(C=C2)NC2=NC=C(C=C2)N2C[C@@H](CCC2)C2(CN(C2)C)O)=O